3-[(3-fluoro-2-methoxyphenyl)amino]-2-(3-{[(2S)-1-(prop-2-enoyl)pyrrolidin-2-yl]methoxy}pyridine-4-yl)-1H,5H,6H,7H-pyrrolo[3,2-c]pyridin-4-one FC=1C(=C(C=CC1)NC1=C(NC2=C1C(NCC2)=O)C2=C(C=NC=C2)OC[C@H]2N(CCC2)C(C=C)=O)OC